C(C)C(C(=O)O)(C1=CC=CC=C1)C1C2=CC=CC=C2OC=2C=CC=CC12 ethylxanthylphenylacetic acid